C(C)C1=C(C(=C(N1N)C(=O)OC(CC1N(CCN(C1)C1=CC(=C(C=C1)OC)N)C)C)C)C1=CC(=NC=C1)OC (4-(3-amino-4-methoxyphenyl)-1-methylpiperazin-2-yl)propan-2-ol ethyl-1-amino-4-(2-methoxypyridin-4-yl)-3-methyl-1H-pyrrole-2-carboxylate